C1=C(C(=CC(=C1[O-])[O-])C(=O)O)C(=O)O The molecule is dicarboxylate anion of 4,5-dihydroxyphthalic acid; major species at pH 7.3. It is a conjugate base of a 4,5-dihydroxyphthalic acid.